C(C)[C@@H]1N(C[C@H](N(C1)C(C)C1=CC2=C(N=C(S2)C)C=C1F)CC)C=1C=2C(N(C(N1)=O)C)=CNN2 7-((2S,5R)-2,5-diethyl-4-(1-(5-fluoro-2-methylbenzo[d]thiazol-6-yl)ethyl)piperazin-1-yl)-4-methyl-2,4-dihydro-5H-pyrazolo[4,3-d]pyrimidin-5-one